C(C)(=O)NNC(=O)S1C(=NC(=C1)C)NC([C@H](C(C)C)N1C(NC2=CC=CC=C2C1=O)=O)=O 2-[[(2S)-2-(1,4-Dihydro-2,4-dioxo-3(2H)-quinazolinyl)-3-methyl-1-oxobutyl]amino]-4-methyl-S-thiazolecarboxylic acid 2-acetylhydrazide